O1CC(C1)OC1=CC=C(C=C1)C=1N(C(C(=CN1)NCCCC1=CC=CC=C1)=O)CC(=O)O 2-(2-(4-(oxetan-3-yloxy)phenyl)-6-oxo-5-((3-phenylpropyl)amino)pyrimidin-1(6H)-yl)acetic acid